N-tert-butyl-7-(5-cyano-3-pyridyl)-6-methoxy-N-methyl-1-(3-thienyl)-4H-indeno[1,2-c]pyrazole-3-carboxamide C(C)(C)(C)N(C(=O)C=1C2=C(N(N1)C1=CSC=C1)C1=CC(=C(C=C1C2)OC)C=2C=NC=C(C2)C#N)C